ClC=1C(N(N=CC1N[C@H](C)[C@@H]1COCCC1)C1=CC=C(C=C1)N(C)C1=CC=C(C=C1)F)=O 4-chloro-2-(4-((4-fluorophenyl)(methyl)amino)phenyl)-5-(((R)-1-((R)-tetrahydro-2H-pyran-3-yl)ethyl)amino)pyridazin-3(2H)-one